3-[3-fluoro-5-isobutyl-2-(2H-tetrazol-5-yl)phenyl]-8-(pyridazin-3-ylmethyl)-3,8-diaza-bicyclo[3.2.1]octane FC=1C(=C(C=C(C1)CC(C)C)N1CC2CCC(C1)N2CC=2N=NC=CC2)C=2N=NNN2